O=C1NC(CCC1N1C(C2=CC=C(C=C2C1=O)N[C@@H]1CN(CCC1)CC1CCN(CC1)CCOC1=CC=C(C=C1)C(=C(CC)C1=CC=CC=C1)C1=CC=CC=C1)=O)=O 2-(2,6-dioxopiperidin-3-yl)-5-(((S)-1-((1-(2-(4-(1,2-diphenylbut-1-en-1-yl)phenoxy)ethyl)piperidin-4-yl)methyl)piperidin-3-yl)amino)isoindoline-1,3-dione